COC1=CC=C(CNC(NC2CC3(CC(C3)C(=O)NC3(CC3)C3=CC=CC=C3)C2)=O)C=C1 6-(3-(4-methoxybenzyl)ureido)-N-(1-phenylcyclopropyl)spiro[3.3]heptane-2-carboxamide